6-cyano-4-methylpyridin C(#N)C1=CC(=CC=N1)C